ClC1=CC=C(C[C@@H]2CC[C@]([C@]2(O)CN2N=CN=C2)(C)CCl)C=C1 (1S,2S,5S)-5-(4-chlorobenzyl)-2-(chloromethyl)-2-methyl-1-(1H-1,2,4-triazol-1-ylmethyl)cyclopentan-1-ol